(quinazolin-6-yl)pyridine-3-carboxamide N1=CN=CC2=CC(=CC=C12)C1=NC=CC=C1C(=O)N